1-(4-(1-isopropyl-1H-pyrazol-4-yl)-2-phenyl-5,8-dihydropyrido[3,4-d]pyrimidin-7(6H)-yl)prop-2-en-1-one C(C)(C)N1N=CC(=C1)C=1C2=C(N=C(N1)C1=CC=CC=C1)CN(CC2)C(C=C)=O